C[C@H](NC(OCC1=CC=CC=C1)=O)C(N[C@@H](C(N[C@@H](C)CC(OCC[Si](C)(C)C)=O)=O)C)=O (5S,8R,11S)-5,8-Dimethyl-3,6,9-trioxo-11-{2-oxo-2-[2-(trimethylsilyl)ethoxy]ethyl}-1-phenyl-2-oxa-4,7,10-triazadodecan